(2R,3S,4S)-4-hydroxy-2-[(4-methoxyphenyl)methyl]pyrrolidin-3-yl N-[2-(imidazol-1-yl)ethyl]carbamate N1(C=NC=C1)CCNC(O[C@H]1[C@H](NC[C@@H]1O)CC1=CC=C(C=C1)OC)=O